2-(difluoromethyl)-5-(5-fluoro-6-((4-(2-methyl-1,2,3,4-tetrahydroisoquinolin-7-yl)-1H-1,2,3-triazol-1-yl)methyl)pyridin-3-yl)-1,3,4-oxadiazole FC(C=1OC(=NN1)C=1C=NC(=C(C1)F)CN1N=NC(=C1)C1=CC=C2CCN(CC2=C1)C)F